O1C[C@H](CC1)OCC1=NN=C(S1)N (S)-5-(((tetrahydrofuran-3-yl)oxy)methyl)-1,3,4-thiadiazol-2-amine